O=C1NC2(CCCC2)C(N[C@H]1CCCCNC(OCC1C2=CC=CC=C2C=2C=CC=CC12)=O)=O (S)-(9H-fluoren-9-yl)methyl (4-(7,10-dioxo-6,9-diazaspiro[4.5]decan-8-yl)butyl)carbamate